β-D-fructose 6-phosphate P(=O)(O)(O)OC[C@@H]1[C@H]([C@@H]([C@](CO)(O)O1)O)O